C1(CC1)N1N=CC(=C1)NC1=NC=C(C(=N1)C1=CC=C(OCC(C#N)(C)C)C=C1)C 3-(4-(2-((1-cyclopropyl-1H-pyrazol-4-yl)amino)-5-methylpyrimidin-4-yl)phenoxy)-2,2-dimethylpropanenitrile